3-methyl-5-(N-(4-(4-methylpiperazin-1-yl)phenyl)-N-phenethylsulfamoyl)benzofuran-2-carboxylic acid CC1=C(OC2=C1C=C(C=C2)S(N(CCC2=CC=CC=C2)C2=CC=C(C=C2)N2CCN(CC2)C)(=O)=O)C(=O)O